N-cyclopropylmethyl-[1,1'-biphenyl]-3-carboxamide C1(CC1)CNC(=O)C=1C=C(C=CC1)C1=CC=CC=C1